2-benzyloxy-1,3,4-butanetriol C(C1=CC=CC=C1)OC(CO)C(CO)O